ClC=1C=C(C=CC1OCC1CC1)C1=CC(=CN=N1)C(=O)NCC=1C=NC=C(C1)F 6-[3-chloro-4-(cyclopropylmethoxy)phenyl]-N-[(5-fluoro-3-pyridyl)methyl]pyridazine-4-carboxamide